1,3-dimethyl-1H-pyrazolo[3,4-b]pyridin-4-ol CN1N=C(C2=C1N=CC=C2O)C